3-[3-(4-methylaminomethyl-phenyl)-isoxazol-5-yl]-5-[4-(propane-2-sulfonyl)-phenyl]-pyrazin-2-ylamine CNCC1=CC=C(C=C1)C1=NOC(=C1)C=1C(=NC=C(N1)C1=CC=C(C=C1)S(=O)(=O)C(C)C)N